ClC=1C=C(C(=C(C=NC(C(=O)O)C(C)C)C1)OC(C(C)C)=O)OC(C1=CN=CC=C1)=O 2-(5-chloro-2-(isobutyryloxy)-3-(nicotinoyl-oxy)benzylideneamino)-3-methylbutanoic acid